Cl.ClC1=CC=C(C=C1)C1=NC(=C(C#N)C=C1)N1CCNCC1 6-(4-chlorophenyl)-2-(piperazin-1-yl)nicotinonitrile hydrochloride